6-[(1-Acetyl-4-piperidyl)amino]-N-[(2R)-2-hydroxy-2-[(3S)-7-hydroxy-1,2,3,4-tetrahydro-isoquinolin-3-yl]ethyl]pyrimidine-4-carboxamide C(C)(=O)N1CCC(CC1)NC1=CC(=NC=N1)C(=O)NC[C@H]([C@H]1NCC2=CC(=CC=C2C1)O)O